C(C1=CC=CC=C1)N1C2(CC2)C(CC1)(F)F 4-benzyl-7,7-difluoro-4-azaspiro[2.4]heptane